F[C@H]1CNC[C@@H]1F (3S,4S)-3,4-difluoropyrrolidin